2-(3,4-Dimethoxyphenyl)-7-[(3R,5S)-3,5-dimethylpiperazin-1-yl]-9-methyl-4H-pyrido[1,2-a]pyrimidin-4-one COC=1C=C(C=CC1OC)C=1N=C2N(C(C1)=O)C=C(C=C2C)N2C[C@H](N[C@H](C2)C)C